COC(=O)C1(CCN(CC1)C)N 4-amino-1-methylpiperidine-4-carboxylic acid methyl ester